C1(CC1)C=1N=CC=2N(C1[C@@H](O)C=1N=NN(C1C)C1=C(C=C(C=C1)F)F)C=NC2 |r| rac-(6-cyclopropyl-imidazo[1,5-a]pyrazin-5-yl)-[1-(2,4-difluoro-phenyl)-5-methyl-1H-[1,2,3]triazol-4-yl]-methanol